C(=O)(OCC1=CC=CC=C1)N[C@@H]([C@H](O)C)C(=O)O N-Cbz-L-threonine